C(C)(C)(C)N([C@H]1CN(CC1)C=1N=NC(=CC1)C1=C(C=C(C=C1)C1=CN=NC(=C1)OC)OCOC)C (3R)-N-tert-butyl-1-{6-[2-(methoxymethoxy)-4-(6-methoxypyridazin-4-yl)phenyl]pyridazin-3-yl}-N-methylpyrrolidin-3-amine